O1CCN(CC1)C1=C(CN2CCN(CC2)C(=O)N2N=C(C=C2)C(=O)O)C=CC=C1C(F)(F)F 1-(4-(2-morpholino-3-(trifluoromethyl)benzyl)piperazine-1-carbonyl)-1H-pyrazole-3-carboxylic acid